[4,6'-bibenzofuran]-5'-carboxamide O1C=CC=2C1=CC=CC2C2=CC1=C(C=CO1)C=C2C(=O)N